ClC1=CC=2N(C(NC(C2C(=N1)OCCNC)=O)=O)C=1N(C=CN1)C 7-chloro-1-(1-methyl-1H-imidazol-2-yl)-5-[2-(methylamino)ethoxy]pyrido[4,3-d]pyrimidine-2,4(1H,3H)-dione